3-(N-((2-Isopropyl-5-(1-methyl-1H-pyrazol-4-yl)phenyl)carbamoyl)sulfamoyl)-N,N,1-trimethyl-1H-pyrazole-5-carboxamide, Sodium Salt [Na].C(C)(C)C1=C(C=C(C=C1)C=1C=NN(C1)C)NC(=O)NS(=O)(=O)C1=NN(C(=C1)C(=O)N(C)C)C